C1(CC1)C1=NC=NC(=C1C1=CC(=C(N=N1)OC)NCC1=CC=C(C=C1)C=1N(C=C(N1)C(F)(F)F)C(C)C)OC 6-(4-cyclopropyl-6-methoxypyrimidin-5-yl)-N-(4-(1-isopropyl-4-(trifluoromethyl)-1H-imidazol-2-yl)benzyl)-3-methoxypyridazin-4-amine